C1(=CC=CC=C1)CC(=O)NC=1N=NC(=CC1)N1CC(CCC1)C=1SC(=NN1)NC(CC1=CC=CC=C1)=O 2-Phenyl-N-(6-(3-(5-(2-phenylacetamido)-1,3,4-thiadiazol-2-yl)piperidin-1-yl)pyridazin-3-yl)acetamide